Tert-Butyl 2-[6-fluoranyl-5-[6-[methyl-[(2-methylpropan-2-yl)oxycarbonyl] amino]pyridin-3-yl]pyridin-2-yl]pyrrolo[2,3-c]pyridine-1-carboxylate FC1=C(C=CC(=N1)C1=CC=2C(=CN=CC2)N1C(=O)OC(C)(C)C)C=1C=NC(=CC1)N(C(=O)OC(C)(C)C)C